2-methyl-2-(6-vinylpyridin-3-yl)propionitrile CC(C#N)(C)C=1C=NC(=CC1)C=C